5-(1-((1-fluorocyclopentyl)methyl)-1H-pyrazol-4-yl)-6-(3-methyl-[1,2,4]triazolo[4,3-a]pyridin-7-yl)picolinonitrile FC1(CCCC1)CN1N=CC(=C1)C=1C=CC(=NC1C1=CC=2N(C=C1)C(=NN2)C)C#N